tert-butyl 3-(7-bromo-6-chloro-8-fluoro-5-methoxy-2-(methylsulfonyl) quinazolin-4-yl)-3,8-diazabicyclo[3.2.1]octane-8-carboxylate BrC1=C(C(=C2C(=NC(=NC2=C1F)S(=O)(=O)C)N1CC2CCC(C1)N2C(=O)OC(C)(C)C)OC)Cl